C(C)C(C(=O)[O-])CCCC.C(C)C(C(=O)[O-])CCCC.[Cu+2] copper(II) bis(2-ethylhexanoate)